NC1=NNC2=CC=C(C(=C12)C)C1=C(C=C(C=C1)S(=O)(=O)NC1CC(C1)(C(F)(F)F)O)C 4-(3-amino-4-methyl-1H-indazol-5-yl)-N-(3-hydroxy-3-(trifluoromethyl)cyclobutyl)-3-methylbenzenesulfonamide